methyl (4-((2,5-dimethyl-4,5-dihydro-2H-pyrazolo[4,3-c]quinolin-6-yl)amino)-5-((methyl-d3)carbamoyl)pyridin-2-yl)carbamate CN1N=C2C(CN(C=3C(=CC=CC23)NC2=CC(=NC=C2C(NC([2H])([2H])[2H])=O)NC(OC)=O)C)=C1